2-butene-1-thiol C(C=CC)S